1-(4-((7-methoxy-4-(quinolin-3-ylamino)quinazolin-6-yl)oxy)piperidin-1-yl)prop-2-en-1-one COC1=C(C=C2C(=NC=NC2=C1)NC=1C=NC2=CC=CC=C2C1)OC1CCN(CC1)C(C=C)=O